1-ethyl-1-methyl-N-[(3S)-5-methyl-4-oxo-2,3-dihydro-1,5-benzoxazepine-3-yl]-3H-furo[3,4-c]Pyridine-6-carboxamide C(C)C1(OCC=2C=NC(=CC21)C(=O)N[C@H]2COC1=C(N(C2=O)C)C=CC=C1)C